C(C)(C)(C)OCC(=O)N[C@H]1CN(C[C@H](C1)C)C1=C2N=CC=NC2=C(C=C1)C#N 2-(tert-butoxy)-N-[(3R,5S)-1-(8-cyanoquinoxalin-5-yl)-5-methylpiperidin-3-yl]Acetamide